(2R,3S,4R,5R)-5-cyano-2-((2-cyclohexylacetoxy)methyl)-5-(4-(3,3-diethylureido)pyrrolo[2,1-f][1,2,4]triazin-7-yl)-4-hydroxytetrahydrofuran-3-yl (S)-2-amino-3,3-dimethylbutanoate N[C@H](C(=O)O[C@@H]1[C@H](O[C@]([C@@H]1O)(C1=CC=C2C(=NC=NN21)NC(=O)N(CC)CC)C#N)COC(CC2CCCCC2)=O)C(C)(C)C